N-[4-chloro-3-(N,N-diethylsulfamoyl)phenyl]-5-(2-fluorophenyl)-thieno[2,3-b]pyridine-2-carboxamide ClC1=C(C=C(C=C1)NC(=O)C1=CC=2C(=NC=C(C2)C2=C(C=CC=C2)F)S1)S(N(CC)CC)(=O)=O